C1(=CC=CC=C1)C(O)C1=CC=2C3=CC=CC=C3C3=CC=CC=C3C2C=C1 phenyl-(triphenylene-2-yl)methanol